2-(4-bromo-3-fluoro-2-nitro-anilino)-3-fluoro-butanoic acid methyl ester COC(C(C(C)F)NC1=C(C(=C(C=C1)Br)F)[N+](=O)[O-])=O